(+-)-1-ethoxy-7,9-dimethyl-2-oxaspiro[5.5]undec-8-ene C(C)OC1OCCCC12C(C=C(CC2)C)C